(3Z)-14,14-diacetoxy-1,3-tetradecadiene C(C)(=O)OC(CCCCCCCCC\C=C/C=C)OC(C)=O